OCCOC(CCCCC(=O)O)=O adipic acid (beta-hydroxyethyl) ester